OC1N(C(C2(N3C1=CC1=C3N=C(N=C1)NC1=CC=C(C=C1)S(=O)(=O)N)CCCCC2)=O)O 4-((6',7'-dihydroxy-8'-oxo-7',8'-dihydro-6'H-spiro[cyclohexane-1,9'-pyrazino[1',2':1,5]pyrrolo[2,3-d]pyrimidin]-2'-yl)amino)benzenesulfonamide